C(CC)N(C(=O)C=1N=C(SC1)C=1C=NN(C1)C1=CC=NC=C1)[C@H]1CNCC1 N-propyl-2-[1-(pyridin-4-yl)-1H-pyrazol-4-yl]-N-[(3R)-pyrrolidin-3-yl]-1,3-thiazole-4-carboxamide